4-[8-[tert-butoxycarbonyl(2-cyanoallyl)amino]-7-(methoxymethyl)-2-naphthyl]pyrimidine-2-carboxylic acid C(C)(C)(C)OC(=O)N(C=1C(=CC=C2C=CC(=CC12)C1=NC(=NC=C1)C(=O)O)COC)CC(=C)C#N